Cl.NC1CC2(CC(C2)CC#N)C1 (rac)-2-(6-aminospiro[3.3]heptane-2-yl)acetonitrile hydrochloride